CC1=CN=C(S1)C1(NC(=CC(=C1)CC=1C=NC=CC1)NC1CNCCC1)N 2-(5-methylthiazol-2-yl)-N6-(piperidin-3-yl)-4-(pyridin-3-ylmethyl)pyridine-2,6-diamine